1-((3aR,5r,6aS)-5-((5-(3-(2,2-difluoroethyl)-2-methyl-3H-imidazo[4,5-b]pyridin-5-yl)-7H-pyrrolo[2,3-d]pyrimidin-2-yl)amino)hexahydrocyclopenta[c]pyrrol-2(1H)-yl)ethan-1-one FC(CN1C(=NC=2C1=NC(=CC2)C2=CNC=1N=C(N=CC12)NC1C[C@@H]2[C@@H](CN(C2)C(C)=O)C1)C)F